NC1=CC(=NC=C1)NC(=O)N[C@@H](C(F)(F)F)C=1OC2=C(C1C)C=C(C=C2F)F 1-(4-aminopyridin-2-yl)-3-[(1R)-1-(5,7-difluoro-3-methyl-1-benzofuran-2-yl)-2,2,2-trifluoroethyl]urea